6-(4-methylpyridin-3-yl)thiazolo[4,5-b]pyridin-2-amine CC1=C(C=NC=C1)C=1C=C2C(=NC1)N=C(S2)N